3-fluoro-3-(3-fluorophenyl)-N'-hydroxy-cyclobutanecarboxamidine FC1(CC(C1)C(=NO)N)C1=CC(=CC=C1)F